C[C@]12CCC(=O)C[C@@H]1CC[C@@H]3[C@@H]2CC[C@]4([C@H]3CC[C@@H]4O[C@H]5[C@@H]([C@H]([C@@H]([C@H](O5)C(=O)[O-])O)O)O[C@H]6[C@@H]([C@H]([C@@H]([C@H](O6)C(=O)[O-])O)O)O)C The molecule is a steroid glucuronide anion that is the conjugate base of 5alpha-dihydrotestosterone 17-O-[beta-D-glucuronosyl-(1->2)-glucuronide] arising from deprotonation of the carboxylic acid functions; major species at pH 7.3. It is a steroid glucosiduronic acid anion and a dicarboxylic acid dianion. It is a conjugate base of a 5alpha-dihydrotestosterone 17-O-[beta-D-glucuronosyl-(1->2)-glucuronide].